(R)-1-((8-((3'-((3-(((R)-3-Hydroxypyrrolidin-1-yl)methyl)-1,7-naphthyridin-8-yl)amino)-2,2'-dimethyl-[1,1'-biphenyl]-3-yl)amino)-1,7-naphthyridin-3-yl)methyl)pyrrolidin O[C@H]1CN(CC1)CC=1C=NC2=C(N=CC=C2C1)NC=1C(=C(C=CC1)C1=C(C(=CC=C1)NC=1N=CC=C2C=C(C=NC12)CN1CCCC1)C)C